C1(CC1)C1=C(C=C(C(=C1)CN1CCC2(CC(N(C2)C2=CC=C(C=C2)S(=O)(=O)O)=O)CC1)OCC)C1=CC=C(C=C1)F 4-(8-((2-cyclopropyl-5-ethoxy-4'-fluoro-[1,1'-biphenyl]-4-yl)methyl)-3-oxo-2,8-diazaspiro[4.5]decan-2-yl)benzenesulfonic acid